N(=[N+]=[N-])CC1=CC=CC(=N1)N1CC2(C1)CCC(CC2)=O 2-(6-(azidomethyl)pyridin-2-yl)-7-oxo-2-azaspiro[3.5]nonane